C1=NC2=C(N1[C@H]3[C@@H]([C@@H]([C@H](O3)COP(=O)(O)OP(=O)(O)OP(=O)(O)O)O)O)N=C(NC2=O)N The molecule is a guanosine 5'-phosphate and a purine ribonucleoside 5'-triphosphate. It has a role as an Escherichia coli metabolite, a mouse metabolite and an uncoupling protein inhibitor. It is a conjugate acid of a GTP(3-).